(2S)-1-methoxypropane-2-amine COC[C@H](C)N